(4-chlorophenyl)-3-(2,3-dihydro-1,4-benzodioxin-6-yl)propane-1,3-dione ClC1=CC=C(C=C1)C(CC(=O)C1=CC2=C(OCCO2)C=C1)=O